C1(CC1)C1=NC(=NC(=C1)C(C1=CC=CC=C1)(F)F)N1CCNCC1 4-Cyclopropyl-6-[difluoro(phenyl)methyl]-2-piperazin-1-yl-pyrimidine